1-Ethyl-8-fluoro-3-((R)-3-((S)-2-hydroxy-3-(3-(isopropylsulfonyl)phenoxy)propylamino)-1-oxa-8-azaspiro[4.5]decan-8-ylsulfonyl)chinolin-4(1H)-on C(C)N1C=C(C(C2=CC=CC(=C12)F)=O)S(=O)(=O)N1CCC2(C[C@H](CO2)NC[C@@H](COC2=CC(=CC=C2)S(=O)(=O)C(C)C)O)CC1